ClC=1N=C(C2=C(N1)N(C=C2)[C@H]2[C@@H]([C@@H]([C@H](O2)COC(C)OP(O)(=O)C)O)O)NC2CCCC2 [(2R,3S,4R,5R)-5-[2-chloro-4-(cyclopentyl-amino)pyrrolo[2,3-d]-pyrimidin-7-yl]-3,4-dihydroxy-tetrahydro-furan-2-yl]methoxy-methylethoxy-phosphinic acid